1-(6-bromopyridin-2-yl)-5-(trifluoromethyl)-1H-pyrazole-4-carboxylic acid ethyl ester C(C)OC(=O)C=1C=NN(C1C(F)(F)F)C1=NC(=CC=C1)Br